C(#N)[C@H](CC1=CC=C(C=C1)C=1C=CC2=C(N(C(O2)=O)C)C1)NC(=O)[C@@H]1C[C@H]2[C@@H](N1)CCC2 (2S,3aS,6aS)-N-[(1S)-1-cyano-2-[4-(3-methyl-2-oxo-1,3-benzoxazol-5-yl)phenyl]ethyl]-octahydrocyclopenta[b]pyrrole-2-carboxamide